1-(6-((4-(6-(1H-imidazol-2-yl)-2-(trifluoromethyl)pyridin-3-yl)piperazin-1-yl)methyl)pyrimidin-4-yl)-3-ethylurea N1C(=NC=C1)C1=CC=C(C(=N1)C(F)(F)F)N1CCN(CC1)CC1=CC(=NC=N1)NC(=O)NCC